2-Amino-9-[(2R,3R,4S)-3,4-dihydroxy-5,5-bis(hydroxymethyl)-tetrahydrofuran-2-yl]-1H-purin-6-one NC=1NC(C=2N=CN(C2N1)[C@@H]1OC([C@H]([C@H]1O)O)(CO)CO)=O